ClC=1C=NC(=NC1)OC1=C(C=CC=C1)C1=CC(=NO1)C(F)(F)F 5-chloro-2-[2-[3-(trifluoromethyl)-5-isoxazolyl]phenoxy]-pyrimidine